N=1NCNC1 3,4-dihydro-2H-1,2,4-triazole